The molecule is a phenylpyruvate derivative having an iodo substituent at the 3-position and a hydroxy substituent at positions 4. It derives from a pyruvic acid. It is a conjugate base of a 4-hydroxy-3-iodophenylpyruvic acid. C1=CC(=C(C=C1CC(=O)C(=O)[O-])I)O